(R)-N-(1-(3-amino-5-(trifluoromethyl)phenyl)ethyl)-2-chloro-6-(4-ethylpiperazin-1-yl)quinazolin-4-amine NC=1C=C(C=C(C1)C(F)(F)F)[C@@H](C)NC1=NC(=NC2=CC=C(C=C12)N1CCN(CC1)CC)Cl